1-(aminomethyl)-5-(methoxy-d3)-4-oxo-3,4-dihydropyridin NCN1CCC(C(=C1)OC([2H])([2H])[2H])=O